N-methyl-piperidone Nitrogen [N].CN1C(CCCC1)=O